(S or R)-ethyl 1-(2-(7-((3-chloropyridin-2-yl)oxy)-4-azaspiro[2.5]octan-4-yl)-2-oxoethyl)-4,5,6,7-tetrahydro-1H-indazole-3-carboxylate ClC=1C(=NC=CC1)O[C@H]1CCN(C2(CC2)C1)C(CN1N=C(C=2CCCCC12)C(=O)OCC)=O |o1:8|